CC1(C/C(/C2=CC=CC=C12)=N\OCC1=C(C=CC=C1C)\C(\C(=O)OC)=N/OC)C Methyl (2E)-2-[2-[[(E)-(3,3-dimethylindan-1-ylidene)amino]oxymethyl]-3-methylphenyl]-2-methoxyimino-acetate